2-Chloro-4-Methoxy-2',3',5',6'-Tetrahydro-5H-Spiro[Furo[3,4-b]Pyridine-7,4'-Pyran] ClC1=CC(=C2C(=N1)C1(CCOCC1)OC2)OC